N-(4-((3-chloro-4-(pyridin-2-ylmethoxy)phenyl)amino)-7-((7-methyl-7-azabicyclo[2.2.1]heptan-1-yl)ethynyl)quinazolin-6-yl)acrylamide ClC=1C=C(C=CC1OCC1=NC=CC=C1)NC1=NC=NC2=CC(=C(C=C12)NC(C=C)=O)C#CC12CCC(CC1)N2C